N-(2,3-dihydroxypropyl)-N,N-dimethyl-benzyl-ammonium hydroxide [OH-].OC(C[N+](C)(C)CC1=CC=CC=C1)CO